Br.BrC1=CC=CC(=N1)C(=O)C1CCN(CC1)C (6-bromo-2-pyridyl)-(1-methyl-4-piperidyl)methanone hydrobromide